C(=C)P1(=NP=NP=N1)OC1=CC=CC=C1 vinylphenoxycyclotriphosphazene